(E)-5-{2-[(2,4-Difluorophenyl)sulfonyl]vinyl}-N4-methyl-N2-[4-(4-methylpiperazin-1-yl)phenyl]pyrimidine-2,4-diamine FC1=C(C=CC(=C1)F)S(=O)(=O)/C=C/C=1C(=NC(=NC1)NC1=CC=C(C=C1)N1CCN(CC1)C)NC